ethyl 2-((5-bromo-1H-indol-3-yl) amino)-2-oxoacetate BrC=1C=C2C(=CNC2=CC1)NC(C(=O)OCC)=O